2-(4-(6-((4-cyano-2-fluorobenzyl)oxy)pyridin-2-yl)-2,5-difluorophenyl)acetic acid C(#N)C1=CC(=C(COC2=CC=CC(=N2)C2=CC(=C(C=C2F)CC(=O)O)F)C=C1)F